C(C1=CC=CC=C1)OC1=C(C=C(C=C1)C1=C(C=C(C=C1)C)Cl)C(=O)OC methyl 4-(benzyloxy)-2'-chloro-4'-methyl-[1,1'-biphenyl]-3-carboxylate